ClC1=C(C=CC=C1)CC(=O)NC1=CC(=C(C=C1)C=1C=NC(=NC1)OC(C)C)S(N)(=O)=O 2-(2-chlorophenyl)-N-{4-[2-(prop-2-yloxy)pyrimidin-5-yl]-3-sulfamoylphenyl}acetamide